racemic-(1-methyl-1H-1,2,4-triazol-3-yl)methyl (1-((3-chloro-4-fluorophenyl)carbamoyl)-2-methyl-2,4,5,6-tetrahydrocyclopenta[c]pyrrol-4-yl)carbamate ClC=1C=C(C=CC1F)NC(=O)C=1N(C=C2C1CC[C@H]2NC(OCC2=NN(C=N2)C)=O)C |r|